C(C)(C)(C)OC(=O)N(C(OC(C)(C)C)=O)C1=C(C(=CC=C1F)[N+](=O)[O-])F tertbutyl N-(tert-butoxycarbonyl)-N-(2,6-difluoro-3-nitrophenyl)carbamate